1-methyl-4-(1-methylimidazole-2-amido)pyrrol CN1C=CC(=C1)NC(=O)C=1N(C=CN1)C